C(CCCCCCCC)(=O)O normal nonanoic acid